silicon phosphonium salt [PH4+].[Si+4]